C(C)(C)(C)[Si](OCCOC=1N(N=CC1)C)(C)C Tert-butyl-dimethyl-[2-(2-methylpyrazol-3-yl)oxyethoxy]silane